O1P(OC(C1)Cl)(=O)OP(=O)([O-])[O-] (2-chloro)-ethylene diphosphate